5-pentyl-N-(3-(trifluoromethoxy)phenyl)picolinamide hydrogen chloride Cl.C(CCCC)C=1C=CC(=NC1)C(=O)NC1=CC(=CC=C1)OC(F)(F)F